CC=1C(=NC(=C(C1NC(=O)N=S(=O)(N)C=1SC=C(C1)C(C)(C)O)C)C(F)(F)F)C(F)(F)F N'-((3,5-dimethyl-2,6-bis(trifluoromethyl)pyridin-4-yl)carbamoyl)-4-(2-hydroxypropan-2-yl)thiophene-2-sulfonimidamide